N-(2-(1H-pyrazol-1-yl)ethyl)-5-(4-methoxyphenyl)isoxazole-3-carboxamide N1(N=CC=C1)CCNC(=O)C1=NOC(=C1)C1=CC=C(C=C1)OC